(4-bromo-1-methyl-1H-pyrazol-3-yl)(1-(cyclopropylmethyl)-1H-pyrazol-4-yl)methanol BrC=1C(=NN(C1)C)C(O)C=1C=NN(C1)CC1CC1